CN(C)CC1=C(C=CC=C1)C1=CC=C(S1)C(C)NC1=NC(=NC2=CC=C(C=C12)NCCN1CCOCC1)C N4-[1-(5-{2-[(dimethylamino)methyl]phenyl}-2-thienyl)ethyl]-2-methyl-N6-[2-(morpholin-4-yl)ethyl]quinazoline-4,6-diamine